2-(7-methyl-6-nitro-[1,2,4]triazolo[4,3-a]pyridin-3-yl)acetic acid methyl ester COC(CC1=NN=C2N1C=C(C(=C2)C)[N+](=O)[O-])=O